FC1(C[C@@H](NC1)CO)F [(2R)-4,4-difluoropyrrolidin-2-yl]methanol